6-(2-amino-6-fluoro-5-(2-isopropyl-1,2,3,4-tetrahydroisoquinolin-7-yl)pyridin-3-yl)-3,4-dihydroisoquinolin-1(2H)-one NC1=NC(=C(C=C1C=1C=C2CCNC(C2=CC1)=O)C1=CC=C2CCN(CC2=C1)C(C)C)F